O1N=C(C2=C1C=CC=C2)NS(=O)(=O)C2=C(C=CC(=C2)CC)OCC N-(benzo[d]isoxazol-3-yl)-2-ethoxy-5-ethylbenzenesulfonamide